(S)-4-Benzyl-3-(2-((R)-3,3-difluorocyclopentyl)acetyl)oxazolidin-2-one C(C1=CC=CC=C1)[C@@H]1N(C(OC1)=O)C(C[C@@H]1CC(CC1)(F)F)=O